1-(1-oxo-1,3-dihydroisobenzofuran-5-yl)-1H-indole-5-carbaldehyde O=C1OCC2=CC(=CC=C12)N1C=CC2=CC(=CC=C12)C=O